C(C#C)(=O)N1CCNCC1 4-propioloylpiperazin